ClC1=C(NC(=C1Cl)C)C(=O)NC1=C(C=C(C=C1)C=1OC(=NN1)C)OC(C)C 3,4-Dichloro-N-(2-isopropoxy-4-(5-methyl-1,3,4-oxadiazol-2-yl)phenyl)-5-methyl-1H-pyrrole-2-carboxamide